COC1=C(C=CC=C1)/C=C/C=N\CCCCN=C\C=C\C1=C(C=CC=C1)OC (N1Z)-N1,N4-bis-((E)-3-(2-methoxyphenyl)-allylidene)-1,4-butanediamine